(R)-4-(2-(bis(methyl-d3)amino)-2-oxoethyl)-9-fluoro-3-methyl-5-oxo-2,3,4,5-tetrahydrobenzofuro[2,3-f][1,4]oxazepine-3-carboxylic acid C([2H])([2H])([2H])N(C(CN1[C@](COC2=C(C1=O)OC1=C2C=C(C=C1)F)(C(=O)O)C)=O)C([2H])([2H])[2H]